tridodecylbenzenesulfonyl-titanium C(CCCCCCCCCCC)[Ti](S(=O)(=O)C1=CC=CC=C1)(CCCCCCCCCCCC)CCCCCCCCCCCC